PhenoxyBenzaldehyde C1=CC=C(C=C1)OC2=CC=CC=C2C=O